4-(2-(4-fluorobenzyl)thiazol-4-yl)-N-(2-hydroxyethyl)benzamide FC1=CC=C(CC=2SC=C(N2)C2=CC=C(C(=O)NCCO)C=C2)C=C1